2-((2-(azepan-1-yl)ethyl)thio)-1,4-dihydroquinazoline N1(CCCCCC1)CCSC=1NC2=CC=CC=C2CN1